(S)-4-amino-N-(6-fluoro-2,3-dihydrobenzofuran-3-yl)-7-fluoro-N-methylimidazo[1,5-a]quinoxaline-8-carboxamide NC=1C=2N(C3=CC(=C(C=C3N1)F)C(=O)N(C)[C@@H]1COC3=C1C=CC(=C3)F)C=NC2